methyl 3-azabicyclo[3.1.1]heptane-6-carboxylate C12CNCC(C1C(=O)OC)C2